butoxy-[1,1'-biphenyl] C(CCC)OC1=C(C=CC=C1)C1=CC=CC=C1